FC(CN1N=CC=2C1=CN=C(C2)N2N=C1C=C(C=CC1=C2)C(F)(F)F)(C(F)(F)F)F 1-(2,2,3,3,3-pentafluoropropyl)-5-[6-(trifluoromethyl)indazol-2-yl]pyrazolo[3,4-c]pyridine